3-Ethoxy-5-{6-[2-(3-fluoro-2-methyl-indol-1-yl)-ethylamino]-pyrimidin-4-yl}-thiophen C(C)OC1=CSC(=C1)C1=NC=NC(=C1)NCCN1C(=C(C2=CC=CC=C12)F)C